ethyl 2,4-dioxo-4-m-nitrophenylbutyrate O=C(C(=O)OCC)CC(C1=CC(=CC=C1)[N+](=O)[O-])=O